C(C)OC(=O)C=1C(=NC(=NC1)Cl)NC1CCC(CC1)(C)NC(=O)OC(C)(C)C.OC=CCCCC hydroxyhexene ethyl-4-((4-((tert-butoxycarbonyl)amino)-4-methylcyclohexyl)amino)-2-chloropyrimidine-5-carboxylate